2-(3-(dimethylamino)propyl)-5-fluorobenzene-1,4-diamine CN(CCCC1=C(C=C(C(=C1)N)F)N)C